4,5-dimethoxy-2-nitrobenzyllysine COC1=CC(=C(CN[C@@H](CCCCN)C(=O)O)C=C1OC)[N+](=O)[O-]